ClC1=CC(=CC=2C(=COC21)CNC(OC(C)(C)C)=O)B2OC(C(O2)(C)C)(C)C tert-butyl (7-chloro-5-(4,4,5,5-tetramethyl-1,3,2-dioxaborolan-2-yl)benzofuran-3-yl)methylcarbamate